(3S)-3-(2-(4-((5-fluoro-1,4,5,6-tetrahydropyrimidin-2-yl)amino)-1H-indazole-6-carboxamido)acetamido)-3-(3-iodo-5-(trifluoromethyl)phenyl)propanoic acid FC1CN=C(NC1)NC1=C2C=NNC2=CC(=C1)C(=O)NCC(=O)N[C@@H](CC(=O)O)C1=CC(=CC(=C1)C(F)(F)F)I